6-chloro-3-methoxy-1-methyl-2-(4-(3-(piperidin-1-yl)propoxy)phenyl)quinolin-4(1H)-one ClC=1C=C2C(C(=C(N(C2=CC1)C)C1=CC=C(C=C1)OCCCN1CCCCC1)OC)=O